COC(=O)C=1SC(=CC1)CBr 5-(bromomethyl)thiophene-2-carboxylic acid methyl ester